ClC1=C(C=CC=C1Cl)S(=O)(=O)NC1=C(C=C(C=C1F)C#CC1=CC=CC=C1)F 2,3-dichloro-N-[2,6-difluoro-4-(2-phenylethynyl)phenyl]benzenesulfonamide